(R)-6-(2-(3-chlorophenyl)-2-hydroxyacetyl)-2-(1-phenylcyclopropyl)-5,6,7,8-tetrahydropyrido[4,3-d]pyrimidine-4(3H)-one ClC=1C=C(C=CC1)[C@H](C(=O)N1CC2=C(N=C(NC2=O)C2(CC2)C2=CC=CC=C2)CC1)O